FC=1C(=CC=2C3=C(N=C(C2C1)OCCNC(OCC1=CC=CC=C1)=O)COC[C@H]3NC)F benzyl (S)-(2-((8,9-difluoro-1-(methylamino)-1,4-dihydro-2H-pyrano[3,4-c]isoquinolin-6-yl)oxy)ethyl)carbamate